2-Butyl-5-chloro-1H-imidazole-4-carbaldehyde C(CCC)C=1NC(=C(N1)C=O)Cl